N-(5-((4-chlorophenoxy)methyl)-1,3,4-thiadiazol-2-yl)-4-(4-fluoro-2-methoxyphenyl)-6-methylnicotinamide ClC1=CC=C(OCC2=NN=C(S2)NC(C2=CN=C(C=C2C2=C(C=C(C=C2)F)OC)C)=O)C=C1